4-methyl-2-(4-(4,4,5,5-tetramethyl-1,3,2-dioxaborolan-2-yl)-2-(trifluoromethyl)phenoxy)pyrimidine CC1=NC(=NC=C1)OC1=C(C=C(C=C1)B1OC(C(O1)(C)C)(C)C)C(F)(F)F